O1C(CCCC1)N1N=CC(=C1)SC=1C=C2C=NNC(C2=CC1)=O 6-(1-(tetrahydro-2H-pyran-2-yl)-1H-pyrazol-4-ylthio)phthalazin-1(2H)-one